ClC1=NC(=CC(=N1)N1CCN(CC1)C(=O)OC(C)(C)C)N1CCCC1 tert-butyl 4-(2-chloro-6-pyrrolidin-1-ylpyrimidin-4-yl)piperazine-1-carboxylate